2-Isopropyl-4-methyl-6-morpholin-4-yl-N-(4,4,4-trifluoro-3-hydroxy-butyl)-pyridine-3-carboxylic acid amide C(C)(C)C1=NC(=CC(=C1C(=O)NCCC(C(F)(F)F)O)C)N1CCOCC1